[Pb].[Sb] Antimony-lead